COCCN1C=NC=2C1=NC(=CC2)C(=O)[O-] 3-(2-methoxyethyl)-3H-imidazo(4,5-b)pyridine-5-carboxylate